BrC1=NOC(C1)C(=O)N1CCN(CC1)C(=O)NC(C)C#CC1=CC(=C(C=C1)Cl)Cl 4-(3-bromo-4,5-dihydroisoxazole-5-carbonyl)-N-(4-(3,4-dichlorophenyl)3-butyn-2-yl)piperazine-1-carboxamide